N=1C=NN2C1C=C(C=C2)OC2=C(C=C(C=C2)NC2=NC=NN1C2=C(C=C1)N1CC2(C1)CNC2)C N-(4-([1,2,4]triazolo[1,5-a]pyridin-7-yloxy)-3-methylphenyl)-5-(2,6-diazaspiro[3.3]heptan-2-yl)pyrrolo[2,1-f][1,2,4]triazin-4-amine